3-(2,5-difluorophenyl)-1-(tetrahydro-2H-pyran-2-yl)-4-(4,4,5,5-tetramethyl-1,3,2-dioxaborolan-2-yl)-1H-pyrazole FC1=C(C=C(C=C1)F)C1=NN(C=C1B1OC(C(O1)(C)C)(C)C)C1OCCCC1